FC1=CC=C(C=C1)C=1C=C2C(=NC=NC2=C(C1)S(=O)(=O)N1CCNCC1)N[C@H](C)C=1N=NC(=CC1)C (R)-6-(4-fluorophenyl)-N-(1-(6-methylpyridazin-3-yl)ethyl)-8-(piperazin-1-ylsulfonyl)quinazolin-4-amine